N1=CC=CC2=CC(=CC=C12)N1C(NC2=C1C=CC=C2)=O 1-(quinolin-6-yl)-1H-benzo[d]imidazol-2(3H)-one